[Na+].S(=O)(=O)([O-])C(C(=O)OCCCCCCCC)CC(=O)OCCCCCCCC dioctyl sulphosuccinate sodium salt